Cl.C(C1=CC=CC=C1)OC([C@@H](N)CS)=O (R)-Cysteine benzyl ester hydrochloride